ClC1=CC=2C3=C(C(=NC2C(=C1C1=C(C(=CC=C1)Cl)C)F)C=1C(=NC=CC1)C)N=NN3[C@@H]3C[C@H](N(CC3)C(=O)OC(C)(C)C)CC#N tert-butyl (2S,4S)-4-(8-chloro-7-(3-chloro-2-methylphenyl)-6-fluoro-4-(2-methylpyridin-3-yl)-1H-[1,2,3]triazolo[4,5-c]quinolin-1-yl)-2-(cyanomethyl)-piperidine-1-carboxylate